tert-butyl (4-(1-cyclobutyl-5-fluoro-6-(5-(trifluoromethyl)-1H-1,2,4-triazol-3-yl)-1H-indol-2-yl)phenyl)carbamate C1(CCC1)N1C(=CC2=CC(=C(C=C12)C1=NNC(=N1)C(F)(F)F)F)C1=CC=C(C=C1)NC(OC(C)(C)C)=O